Cl.C1(CC1)C[C@@H](C(=O)N1C[C@]2(C[C@H]1C(=O)N)C(NC1=CC=C(C=C12)S(=O)(=O)C)=O)NC([2H])([2H])[2H] (3R,5'S)-1'-((S)-3-cyclopropyl-2-((methyl-d3)amino)propionyl)-5-(methylsulfonyl)-2-oxospiro[indole-3,3'-pyrrolidine]-5'-carboxamide hydrochloride